ClN1[SiH](N([SiH](N([SiH]1C(C)C)Cl)C(C)C)Cl)C(C)C 1,3,5-trichloro-2,4,6-tri-iso-propylcyclotrisilazane